2-((7-(4-fluorobenzyl)-1-(3-hydroxypropyl)-3-methyl-2,6-dioxo-2,3,6,7-tetrahydro-1H-purin-8-yl)oxy)benzonitrile FC1=CC=C(CN2C(=NC=3N(C(N(C(C23)=O)CCCO)=O)C)OC2=C(C#N)C=CC=C2)C=C1